C1(CC1)N1C=NC(=C1)C1=CN(C2=CC=C(C=C12)S(=O)(=O)NC)C1=CC=C(C=C1)C(F)(F)F 3-(1-cyclopropyl-1H-imidazol-4-yl)-N-methyl-1-(4-(trifluoromethyl)phenyl)-1H-indole-5-sulfonamide